ClC1=CC=C(C=C1)[C@H]1[C@@H](C1)NCC[C@]1(CCOC2(CCCC2)C1)C1=NC=CC=C1 |o1:13| rel-trans-2-(4-chlorophenyl)-N-(2-(9-(pyridin-2-yl)-6-oxaspiro[4.5]decan-9-yl)ethyl)cyclopropan-1-amine